4-(5-(3-Ethoxy-4-methoxyphenyl)-6-ethylpyridin-3-yl)-1,2-oxaborolan-2-ol C(C)OC=1C=C(C=CC1OC)C=1C=C(C=NC1CC)C1CB(OC1)O